sodium 5-(6-isobutyl-4-methylpyridin-3-yl)-2-(methoxycarbonyl)-4-oxo-4,5-dihydro-1-thia-3,5,8-triazaacenaphthylene-3-carboxylate C(C(C)C)C1=CC(=C(C=N1)N1C(N(C2=C(SC=3N=CC=C1C32)C(=O)OC)C(=O)[O-])=O)C.[Na+]